ClC1=CC=C(C=C1)C(C(C(F)F)C1=CC=CC=C1)=O 1-(4-chlorophenyl)-3,3-difluoro-2-phenylpropan-1-one